[Na+].N=1C=NN2C1C=CC=C2C2=NC=1N(C(=C2)C)C=NC1C(=O)[O-] 2-([1,2,4]triazolo[1,5-a]pyridin-5-yl)-4-methylimidazo[1,5-a]pyrimidine-8-carboxylic acid sodium salt